C(C)(=O)NC1=NC=C(C=N1)C=1C=C2C(=NN(C2=CC1)CC(=O)O)C(C)=O (5-(2-Acetylaminopyrimidin-5-yl)-3-acetyl-1H-indazol-1-yl)acetic acid